3-amino-3-(hydroxymethyl)pyrrolidin-2-one NC1(C(NCC1)=O)CO